(S)-2-((((9H-fluoren-9-yl)methoxy)carbonyl)amino)-3-(2-iodo-5,6-dimethoxypyridin-3-yl)propanoic acid C1=CC=CC=2C3=CC=CC=C3C(C12)COC(=O)N[C@H](C(=O)O)CC=1C(=NC(=C(C1)OC)OC)I